C1(CC1)[C@]1(C(N(C[C@H]1C)C=1C=2N(C=C(N1)C=1C(=NN(C1)C)C)N=CC2)=O)C#N (3R,4S)-3-cyclopropyl-1-(6-(1,3-dimethyl-1H-pyrazol-4-yl)pyrazolo[1,5-a]pyrazin-4-yl)-4-methyl-2-oxopyrrolidine-3-carbonitrile